C(C)(C)(C)OC(CC(=O)C)=O tert.Butylacetoacetat